NC1=NC(=NC(=C1C=O)NC(C)C1=C(C(=CC=C1)C(F)F)F)C 4-amino-6-((1-(3-(difluoromethyl)-2-fluorophenyl)ethyl)amino)-2-methylpyrimidine-5-carbaldehyde